BrC1=C(C=CC(=C1)Br)NC=1C(N=C(N1)C1=CC=CC=C1)(O)C1=CC=CC=C1 5-((2,4-dibromophenyl)amino)-2,4-diphenyl-4H-imidazol-4-ol